CC1=CC=C(C=C1)P(C1=CC=C(C=C1)C)C1=CC=C(C=C1)C tri(p-methylphenyl)phosphorus